CC1=NNC(=C1C=1N=C(C2=C(N1)C=NC=C2)N2CCC1(CCNC1)CC2)C 2-(3,5-Dimethyl-1H-pyrazol-4-yl)-4-(2,8-diazaspiro[4.5]decan-8-yl)pyrido[3,4-d]pyrimidine